C(=O)C1=C(C=C(C=C1)N(C(=O)N(C)C)C)OC 1-(4-formyl-3-methoxyphenyl)-1,3,3-trimethylurea